C1(=CC=CC=C1)CC(CCCCC(=O)O)=O 7-phenyl-6-oxoheptanoic acid